2-(1-Benzylpiperidin-4-yl)-1,2,3,4-tetrahydro-2,7-naphthyridine C(C1=CC=CC=C1)N1CCC(CC1)N1CC2=CN=CC=C2CC1